C(CCCC)OCCCN 3-pentoxypropylamine